P(=O)(OCC=C(C)CCC=C(C)CCC=C(C)C)([O-])[O-] farnesyl phosphate